ClCC(=O)NCCCNC1=NC2=CC(=C(C=C2C(=N1)N(CC)C1CCN(CC1)C1CCCCCC1)OC)OC 2-chloro-N-(3-((4-((1-cycloheptylpiperidin-4-yl)(ethyl)amino)-6,7-dimethoxyquinazolin-2-yl)amino)propyl)acetamide